OC1=C(C(/C=C/C2=CC=CC=C2)=O)C=CC(=C1)CC=C(C)CCC=C(C)CCC=C(C)C 2'-Hydroxy-4'-farnesylchalcone